CNC(C1=NC=C(C=C1)N1N=C2C(CNCC2)=C1)=O N-methyl-5-(4,5,6,7-tetrahydro-2H-pyrazolo[4,3-c]pyridin-2-yl)picolinamide